ClC=1C(=C(C=CC1)CN1[C@@H](C[C@@](CC1)(C(=O)O)CC1=NC(=CC=C1F)NC1=NNC(=C1)C)C)F (2R,4R)-1-[(3-chloro-2-fluorophenyl)methyl]-4-[[3-fluoro-6-[(5-methyl-1H-pyrazol-3-yl)amino]pyridin-2-yl]methyl]-2-methylpiperidine-4-carboxylic acid